O=C1C2CN(CC1CC2)C2=NCCC1=CC(=CC(=C21)[C@H]2NCCOC2)C=2C=C1C(=NC2)NC=C1F (8-oxo-3-azabicyclo[3.2.1]octane-3-yl)-6-(3-fluoro-1H-pyrrolo[2,3-b]pyridin-5-yl)-8-((R)-morpholin-3-yl)-3,4-dihydroisoquinoline